COP(OC)(=O)C1=CC=C(C=C1)C1=CC(=NC2=C(N=CC=C12)C1=CC=NN1)N1CCOCC1 {4-[2-(morpholin-4-yl)-8-(1H-pyrazol-5-yl)-1,7-naphthyridin-4-yl]phenyl}phosphonic acid dimethyl ester